9-(2-fluoro-4-(1H-pyrazol-1-yl)benzyl)-2-(2-isopropylphenyl)-7,9-dihydro-8H-purin-8-one FC1=C(CN2C3=NC(=NC=C3NC2=O)C2=C(C=CC=C2)C(C)C)C=CC(=C1)N1N=CC=C1